[Co].[Mn].[Li] lithium-manganese-cobalt